3-bromo-5-fluoro-2-(hydroxymethyl)benzonitrile BrC=1C(=C(C#N)C=C(C1)F)CO